(S)-2-(4-(6-fluoropyridin-2-yl)-2-methylpiperazin-1-yl)pyrimidin-5-amine FC1=CC=CC(=N1)N1C[C@@H](N(CC1)C1=NC=C(C=N1)N)C